CC1=C(C(=CC(=C1)C)C)[S@](=O)N=CC(=O)OCC ethyl 2-{[(S)-2,4,6-trimethylbenzenesulfinyl]imino}acetate